FC(C1=NNC=C1C(=O)NC1CCC(CC1)NC1=CC=CC=2N1C=C(N2)C(F)(F)F)F 3-(difluoromethyl)-N-[4-[[2-(trifluoromethyl)imidazo[1,2-a]pyridin-5-yl]amino]cyclohexyl]-1H-pyrazole-4-carboxamide